CS(=O)(=O)[O-].C1(C=CC(N1CC[N+]1=CC=C(C=C1)C=1OC(=CN1)C1=CC=C(C=C1)OC)=O)=O 1-(2-Maleimidylethyl)-4-(5-(4-methoxyphenyl)oxazol-2-yl)pyridinium methansulfonat